(5-methyl-2-oxo-1,3-dioxol-4-yl) methyl-2-ethoxy-1-{[2'-(5-oxo-4,5-dihydro-1,2,4-oxadiazol-3-yl) biphenyl-4-yl] methyl}-1H-benzimidazole-7-carboxylate CC1=CC=C(C=2N(C(=NC21)OCC)CC2=CC=C(C=C2)C2=C(C=CC=C2)C2=NOC(N2)=O)C(=O)OC=2OC(OC2C)=O